[1,3-bis(2,4,6-trimethylphenyl)-2-imidazolidineylidene][3-(2-pyridyl)propylidene]ruthenium CC1=C(C(=CC(=C1)C)C)N1C(N(CC1)C1=C(C=C(C=C1C)C)C)=[Ru]=CCCC1=NC=CC=C1